C(CCC)([O-])=S butanethioate